ClC1=CC(=C(C=C1)C1=CN=C(N=N1)N1C[C@@H](N(CC1)C(=O)OC(C)(C)C)C(C)C)OCOC tert-butyl (S)-4-(6-(4-chloro-2-(methoxymethoxy) phenyl)-1,2,4-triazin-3-yl)-2-isopropylpiperazine-1-carboxylate